BrC1=C(C=C(CN(C(OC(C)(C)C)=O)C)C=C1C)F tert-butyl (4-bromo-3-fluoro-5-methylbenzyl)(methyl)carbamate